11-[4-[2-(2-hydroxyethoxy)ethyl]-1-piperazinyl]dibenzo[b,f][1,4]thiazepine hemi-fumarate C(\C=C\C(=O)O)(=O)O.OCCOCCN1CCN(CC1)C1=NC2=C(SC3=C1C=CC=C3)C=CC=C2.OCCOCCN2CCN(CC2)C2=NC3=C(SC1=C2C=CC=C1)C=CC=C3